(±)-N-(4-bromo-3-(2,2,2-trifluoroethoxy)benzyl)-2-methylpropane-2-sulfinamide BrC1=C(C=C(CN[S@](=O)C(C)(C)C)C=C1)OCC(F)(F)F |r|